bis-aminocumylbenzene NC=1C(=C(C=CC1)C(C)(C)C1=CC=CC=C1)N